O1C(=NC2=C1C=CC=C2)C=2N=C(N(C(C2O)=O)C)N2[C@H](C1=CC(=CC=C1CC2)C(=O)N(C)C)C=2N(C=CN2)C (R)-2-(4-(benzo[d]oxazol-2-yl)-5-hydroxy-1-methyl-6-oxo-1,6-dihydropyrimidin-2-yl)-N,N-dimethyl-1-(1-methyl-1H-imidazol-2-yl)-1,2,3,4-tetrahydroisoquinoline-7-carboxamide